(4-(2-(aminomethyl)-7-chlorobenzofuran-5-yl)phenyl)(morpholino)methanone hydrochloride Cl.NCC=1OC2=C(C1)C=C(C=C2Cl)C2=CC=C(C=C2)C(=O)N2CCOCC2